C1(CCCCC1)C1=CC=C(C=C1)C=1NC=2N(C(C1)=O)N=C(C2C(=O)N2CC(C2)CF)[C@H](CO)C (R)-5-(4-cyclohexylphenyl)-3-(3-(fluoromethyl)azetidine-1-carbonyl)-2-(1-hydroxypropan-2-yl)pyrazolo[1,5-a]pyrimidin-7(4H)-one